Oxopropane-1-sulfonyl chloride O=CCCS(=O)(=O)Cl